[2-(3,3-difluoro-1-pyrrolidinyl)-6-(3-pyrrolidinyl)-4-pyrimidinyl][2-(3-methyl-2-pyridyl)-3-thia-1,5-diaza-6-indenyl]amine FC1(CN(CC1)C1=NC(=CC(=N1)NC1=NC=C2SC(=NC2=C1)C1=NC=CC=C1C)C1CNCC1)F